FC1=CC(=C(C=C1)C=1C(=C(C(=NC1C)COC)C(=O)NC1=CC=C(C=C1)OC1=CC=NC2=CC(=CN=C12)OC)O)C 5-(4-Fluoro-2-methylphenyl)-4-hydroxy-2-(methoxymethyl)-N-[4-[(7-methoxy-1,5-naphthyridin-4-yl)oxy]phenyl]-6-methylpyridine-3-carboxamide